4-[5-[bis(2-chloroethyl)amino]-4-formyl-1-methyl-1H-benzo[d]imidazol-2-yl]butyric acid ClCCN(C1=C(C2=C(N(C(=N2)CCCC(=O)O)C)C=C1)C=O)CCCl